1-(N-morpholinyl)methyl-pseudouridine tert-butyl-6-methyl-1-oxa-5-azaspiro[2.4]heptane-5-carboxylate C(C)(C)(C)C1OC12CN(C(C2)C)C(=O)OC[C@@H]2[C@H]([C@H]([C@@H](O2)C2=CN(C(=O)NC2=O)CN2CCOCC2)O)O